S(=O)(=O)=C1CC=C(NN=[N+]=[N-])C=C1 4-Sulfonylazidoanilin